ClC=1C=C(C=CC1OCC1=NC=CC=C1)NC1=C(C=NC2=CC(=C(C=C12)NC(\C=C\[C@@H]1N(CCC1)C)=O)OCC)C#N (E)-N-[4-[[3-chloro-4-(2-pyridylmethoxy)phenyl]amino]-3-cyano-7-ethoxy-6-quinolinyl]-3-[(2R)-1-methylpyrrolidin-2-yl]prop-2-enamide